N1=CC=C(C2=CC=CC=C12)COC1=CC=C2CCN(CC2=C1)C(=O)OC(C)(C)C t-butyl 7-((quinolin-4-yl) methoxy)-3,4-dihydroisoquinoline-2(1H)-carboxylate